ClC=1C(=C(C2=C(N(CCO2)C)C1)C(=O)O)OC(C)C 6-chloro-4-methyl-7-(propan-2-yloxy)-3,4-dihydro-2H-1,4-benzoxazine-8-carboxylic acid